C(C)(C)(C)OC(N=[S@@](=O)(C)C1=CC(=CC=C1)NC(C1=C(N=CC(=C1C)C1=CN=CO1)N1CCC(CCC1)(F)F)=O)=O.N1N=C(C=C1)C(=N)N pyrazoleamidine tert-butyl-(R)-((3-(2-(4,4-difluoroazepan-1-yl)-4-methyl-5-(oxazol-5-yl)nicotinamido)phenyl)(methyl)(oxo)-λ6-sulfaneylidene)carbamate